5-((4,4-difluoro-5-oxo-5-(4-(4-(quinoxalin-2-yl)-1H-pyrazol-1-yl)piperidin-1-yl)pentyl)amino)-2-(2,6-dioxopiperidin-3-yl)isoindoline-1,3-dione FC(CCCNC=1C=C2C(N(C(C2=CC1)=O)C1C(NC(CC1)=O)=O)=O)(C(N1CCC(CC1)N1N=CC(=C1)C1=NC2=CC=CC=C2N=C1)=O)F